4-(6-ethoxypyridin-3-yl)-N-((2-fluoro-5-methoxybenzyl)oxy)pyrimidine-2-carboxamide C(C)OC1=CC=C(C=N1)C1=NC(=NC=C1)C(=O)NOCC1=C(C=CC(=C1)OC)F